6-(5-carboxy-5-methyl-hexyloxy)-2,2-dimethylhexanoic acid monocalcium salt [Ca+2].C(=O)([O-])C(CCCCOCCCCC(C(=O)[O-])(C)C)(C)C